(3-fluorophenyl)glycine FC=1C=C(C=CC1)NCC(=O)O